C(C1=CC=CC=C1)SC1=C2C=NN(C2=CC(=C1)Cl)C 4-(benzylsulfanyl)-6-chloro-1-methyl-1H-indazole